IC1=C(C(=CC=C1)C1=CC=CC=C1)N iodo-[1,1'-biphenyl]-2-amine